ruthenium(II) dinitrate [N+](=O)([O-])[O-].[N+](=O)([O-])[O-].[Ru+2]